C1N(CCC2=CC=CC=C12)CC(CN1C(C2=CC=C(C=C2CC1)C(=O)N1CC=2N(CC1)C=CN2)=O)O 2-(3-(3,4-dihydroisoquinolin-2(1H)-yl)-2-hydroxypropyl)-6-(5,6,7,8-tetrahydroimidazo[1,2-a]pyrazine-7-carbonyl)-3,4-dihydroisoquinolin-1(2H)-one